5,12-bis(biphenyl-2-yl)naphthacene C1(=C(C=CC=C1)C1=C2C=CC=CC2=C(C2=CC3=CC=CC=C3C=C12)C1=C(C=CC=C1)C1=CC=CC=C1)C1=CC=CC=C1